tert-Butyl 2-(5-(6-chloro-4-(methylamino)pyridin-3-yl)-1,3,4-thiadiazol-2-yl)-2,7-diazaspiro[3.5]Nonane-7-carboxylate ClC1=CC(=C(C=N1)C1=NN=C(S1)N1CC2(C1)CCN(CC2)C(=O)OC(C)(C)C)NC